N-(3-(4-Fluorobutyl-1,1,2,2,3,3,4,4-d8)-4,5-dimethylthiazol-2(3H)-ylidene)-2,2,3,3-tetramethylcyclopropane-1-carboxamide FC(C(C(C([2H])([2H])N1C(SC(=C1C)C)=NC(=O)C1C(C1(C)C)(C)C)([2H])[2H])([2H])[2H])([2H])[2H]